C1(=CC=CC=C1)CCN1C(OC(C1=O)=C(C(C1=CC=CC=C1)=O)C1=CC=CC=C1)=O 3-phenylethyl-5-(phenyl-(benzoyl)methylene)oxazolidine-2,4-dione